O.O.C(C1=CC=CC=C1)(=O)C=1C(N(C2=CC=CC=C2C1O)C)=O 3-benzoyl-4-hydroxy-1-methylquinolin-2(1H)-one dihydrate